N-(3-chloro-5-methanesulfonamidophenyl)-4-[5-fluoro-3-({3-fluoro-5-[methyl(methylimino)oxo-λ6-sulfanyl]phenyl}methoxy)pyridin-2-yl]-5-methylthiophene ClC=1C=C(C=C(C1)NS(=O)(=O)C)N1C(C(=CC(=C1)F)OCC1=CC(=CC(=C1)S(=O)(=NC)C)F)C=1C=CSC1C